1-tert-butyl 2-methyl 4-(((trifluoromethyl) sulfonyl) oxy)-1H-pyrrole-1,2(2H,5H)-dicarboxylate FC(S(=O)(=O)OC1=CC(N(C1)C(=O)OC(C)(C)C)C(=O)OC)(F)F